(3-amino-2,6-difluoro-phenyl)-(5-bromo-4-fluoro-1H-pyrrolo[2,3-b]pyridin-3-yl)methanone NC=1C(=C(C(=CC1)F)C(=O)C1=CNC2=NC=C(C(=C21)F)Br)F